Cl.Cl.N[C@]1(CN(C[C@@H]1CCCB(O)O)C([C@H](CO)N)=O)C(=O)O (3R,4S)-3-amino-1-((S)-2-amino-3-hydroxypropanoyl)-4-(3-boronopropyl)pyrrolidine-3-carboxylic acid, dihydrochloride